C(C)(C)(C)OC(=O)N[C@H](C(=O)N[C@H](C(=O)OC)CC=1N(C=NC1)C)CC(C)C methyl (2S)-2-[[(2S)-2-(tert-butoxycarbonylamino)-4-methyl pentanoyl]amino]-3-(3-methylimidazol-4-yl)propanoate